C(C)C1(CNC1)C(=O)N1CCC(CC1)N1N=CC(=C1)C=1C=C(C=2N(C1)N=CC2C#N)OC 6-(1-(1-(3-ethylazetidine-3-carbonyl)piperidin-4-yl)-1H-pyrazol-4-yl)-4-methoxypyrazolo[1,5-a]pyridine-3-carbonitrile